(2R,3S)-2-(3-(5-chloro-7-fluoro-1H-benzo[d]imidazol-1-yl)propyl)piperidin-3-ol dihydrochloride Cl.Cl.ClC1=CC2=C(N(C=N2)CCC[C@H]2NCCC[C@@H]2O)C(=C1)F